COC[C@H]1OC([C@@H]([C@H]([C@@H]1OC)OC)C(F)(F)F)OC[C@H]1O[C@@H]([C@@H](C([C@@H]1OCC1=CC=CC=C1)OCC1=CC=CC=C1)OCC1=CC=CC=C1)OC (2R,3S,4R,5R)-2-(methoxymethyl)-3,4-bis(methoxy)-5-(trifluoromethyl)-6-(((2R,3R,5R,6S)-3,4,5-tris(benzyloxy)-6-methoxytetrahydro-2H-pyran-2-yl)methoxy)tetrahydropyran